C(CCC)(=O)OC1=CC=C(C(=O)O)C=C1 4-butanoyloxybenzoic acid